COC(=O)[C@@H]1[C@H]([C@@H]([C@H](C(O1)O)O)O)O The molecule is a carbohydrate acid ester resulting from the formal condensation of the carboxy group of D-glucuronic acid with methanol. It is a methyl ester and a carbohydrate acid ester.